(3-dimyristyloxypropyl)(dimethyl)(hydroxyethyl)ammonium CCCCCCCCCCCCCCOCC(C[N+](C)(C)CCO)OCCCCCCCCCCCCCC.[Br-]